C(C)OC(CC(C=1C=C(C=C(C1F)C)C1=C(C=CC=C1Cl)Cl)N[S@](=O)C(C)(C)C)=O 3-(((R)-tert-butylsulfinyl)amino)-3-(2',6'-dichloro-4-fluoro-5-methyl-[1,1'-biphenyl]-3-yl)propanoic acid ethyl ester